FC(OC=1C=C(C=CC1)[C@H](CCC(F)F)NS(=O)C(C)(C)C)F N-[(1S)-1-[3-(difluoromethoxy)phenyl]-4,4-difluoro-butyl]-2-methylpropane-2-sulfinamide